ClCCS(=O)(=O)/C=C/C(=O)C1=CC=CC=C1 (E)-3-((2-chloroethyl)sulfonyl)-1-phenylprop-2-en-1-one